(1'R,2'R,4'S)-4-chloro-5'-methyl-2'-(prop-1-en-2-yl)-1',2',3',4'-tetrahydro-[1,1'-biphenyl]-2,4',6-triol ClC=1C=C(C(=C(C1)O)[C@H]1[C@@H](C[C@@H](C(=C1)C)O)C(=C)C)O